C[SiH](C)[Zr](C1C(=CC2=CC=CC=C12)C)C1C(=CC2=CC=CC=C12)C rac-dimethylsilylbis(2-methyl-1-indenyl)zirconium